BrC1=CC=CC=2N3C(COCC21)=NN=C3C 7-bromo-1-methyl-4H,6H-benzo[e][1,2,4]triazolo[3,4-c][1,4]oxazepine